C(CC1=CC=CC=C1)C1=C(C(=C(O)C=C1)CCO)O phenethyl-resorcinolethanol